(2S)-N-(4-(cyclopropylamino)-3,4-dioxo-1-((S)-2-oxopyrrolidin-3-yl)butan-2-yl)-4,4-dimethyl-2-((R)-3-phenylpentanamido)pentanamide C1(CC1)NC(C(C(C[C@H]1C(NCC1)=O)NC([C@H](CC(C)(C)C)NC(C[C@@H](CC)C1=CC=CC=C1)=O)=O)=O)=O